FC=1C=C2C(C=C(N(C2=CC1)C(C)C)C(=O)O)=C=O 6-fluoro-1-isopropyl-4-carbonyl-1,4-dihydroquinoline-2-carboxylic acid